ClC=1C(=NC=NC1)NC=1C(=C2N=CC=NC2=CC1)NS(=O)(=O)C 5-chloro-4-[[5-(methanesulfonamido)quinoxalin-6-yl]amino]pyrimidine